C=12C=3C=CN=C(NC=4C=CC=C(CNC\C=C\CCOC(C=CC1)=C2)C4)N3 (16E)-20-oxa-5,7,14,27-tetrazatetracyclo[19.3.1.12,6.18,12]heptacosa-1(24),2(27),3,5,8(26),9,11,16,21(25),22-decaene